FC(S(=O)(=O)[O-])(F)F.C1(=C(C(=CC(=C1)C)C)[I+]C1=NC=CC=C1)C mesityl-(pyridin-2-yl)iodonium trifluoromethanesulfonate